1-(1-(1-(propylsulfonyl)pyrrolidine-3-yl)-1,6-dihydroimidazo[4,5-d]pyrrolo[2,3-b]pyridin-2-yl)pyridin-2-amine C(CC)S(=O)(=O)N1CC(CC1)N1C(=NC=2C1=C1C(=NC2)NC=C1)N1C(C=CC=C1)N